BrC=1C2(C3=CC=C(C(=C3C1)Cl)F)CCC1(CC2)NC(NC1=O)=O bromo-4''-chloro-5''-fluorodispiro[imidazolidine-4,1'-cyclohexane-4',1''-indene]-2,5-dione